OC(CC(=O)[O-])(CC(=O)[O-])C(=O)[O-] 2-hydroxy-1,2,3-propanetricarboxylate